N-((S)-1-(3-Chlorophenyl)-2-hydroxyethyl)-1-(5-methyl-2-(((S)-tetra-hydrofuran-3-yl)amino)pyrimidin-4-yl)-1H-imidazole-4-carboxamide ClC=1C=C(C=CC1)[C@@H](CO)NC(=O)C=1N=CN(C1)C1=NC(=NC=C1C)N[C@@H]1COCC1